3-chloro-2,4,5-trifluoro-benzene ClC=1C(=CC=C(C1F)F)F